OCCN(CCO)CS(=O)(=O)O N,N-bis(2-hydroxyethyl)aminomethanesulfonic acid